2-bromostyrylacetamide BrC1=C(C=CCC(=O)N)C=CC=C1